C(C)OC1=C(C=C2CCN(C(C2=C1)CCC1=CNC2=CC=C(C=C12)OC)C(=O)C1=CN=CN1)OC (7-ethoxy-6-methoxy-1-(2-(5-methoxy-1H-indol-3-yl)ethyl)-3,4-dihydroisoquinolin-2(1H)-yl)(1H-imidazol-5-yl)methanone